C12CCC(CC1)C2NC(CN2C(C(=CC=C2)NC([C@H](CCC(C(=O)NC)=O)NC(=O)C=2OC1=C(C2C)C=CC=C1)=O)=O)=O (S)-N1-(1-(2-(Bicyclo[2.2.1]heptan-7-ylamino)-2-oxoethyl)-2-oxo-1,2-dihydropyridin-3-yl)-N6-methyl-2-(3-methylbenzofuran-2-carboxamido)-5-oxohexandiamid